3,7-dimethyl-1-[[3-(trifluoromethyl)-3-trimethylsiloxy-cyclohexyl]methyl]purine-2,6-dione CN1C(N(C(C=2N(C=NC12)C)=O)CC1CC(CCC1)(O[Si](C)(C)C)C(F)(F)F)=O